tert-butyl 4-chloro-8-methyl-5h,6h,7h,8h-pyrido[3,4-d]pyrimidine-7-carboxylate ClC=1C2=C(N=CN1)C(N(CC2)C(=O)OC(C)(C)C)C